CCCCCCCCCCCCCCCCCC(=O)OC[C@H](COP(=O)([O-])OCC[NH3+])OC(=O)CCCCCCC/C=C\\C/C=C\\CCCCC The molecule is a phosphatidylethanolamine 36:2 zwitterion in which the acyl groups at positions 1 and 2 are specified as stearoyl and linoleoyl respectively. It is a 1-acyl-2-linoleoyl-sn-glycero-3-phosphoethanolamine zwitterion and a phosphatidylethanolamine 36:2 zwitterion. It is a tautomer of a 1-stearoyl-2-linoleoyl-sn-glycero-3-phosphoethanolamine.